C(C1=CC=CC=C1)OCC1OC(OC1)(C)C 4-(benzooxymethyl)-2,2-dimethyl-1,3-dioxolane